6-(6-(3-fluoropyrrolidin-1-yl)pYridin-3-yl)-2-(pyridin-3-yl)-1H-PYrrolo[1,2-c]imidazol FC1CN(CC1)C1=CC=C(C=N1)C=1C=C2N(CN(C2)C=2C=NC=CC2)C1